Tetradecanoic acid 1-{7-[4-(4-benzo[b]thiophen-4-ylpiperazin-1-yl)butoxy]-2-oxo-2H-quinolin-1-yl}ethyl ester S1C2=C(C=C1)C(=CC=C2)N2CCN(CC2)CCCCOC2=CC=C1C=CC(N(C1=C2)C(C)OC(CCCCCCCCCCCCC)=O)=O